ClC=1C=C(CNC2=C3N=CN(C3=NC(=N2)C#CC)CC2SCC(C2O)O)C=CC1 2-((6-((3-chlorobenzyl)amino)-2-(prop-1-yn-1-yl)-9H-purin-9-yl)methyl)tetrahydrothiophene-3,4-diol